5-(cyclohex-1-en-1-yl)-N-(piperidin-4-yl)-2,6-naphthyridin-3-amine HCl Cl.C1(=CCCCC1)C1=C2C=C(N=CC2=CC=N1)NC1CCNCC1